ClC1=CC=C2C3(C(NC2=C1)=O)CC1=CC=C(C=C1C3)C(=O)O 6'-chloro-2'-oxo-1,3-dihydro-spiro[indene-2,3'-indoline]-5-carboxylic acid